5-cyano-N-[2,4-difluoro-3-[1-(5-methyl-4-[[2-(trimethylsilyl)ethoxy]methyl]-1,2,4-triazol-3-yl)imidazo[1,5-a]pyridin-6-yl]phenyl]-2-methoxypyridine-3-sulfonamide C(#N)C=1C=C(C(=NC1)OC)S(=O)(=O)NC1=C(C(=C(C=C1)F)C=1C=CC=2N(C1)C=NC2C2=NN=C(N2COCC[Si](C)(C)C)C)F